6-[(3S)-3-amino-1,3-dihydrospiro[indene-2,4'-piperidine]-1'-yl]-5-(hydroxymethyl)-N-methyl-1H-pyrazolo[3,4-b]pyrazine-3-carboxamide N[C@@H]1C2=CC=CC=C2CC12CCN(CC2)C2=C(N=C1C(=N2)NN=C1C(=O)NC)CO